S(=O)(F)F sulfinylfluoride